2-Butoxy-ethanol C(CCC)OCCO